(R)-α-ethylbenzylamine C(C)[C@H](C1=CC=CC=C1)N